CC1=CC=C(O1)C1=NC2=CC=CC=C2C(=C1)C(=O)N1CCN(CC1)CC(=O)N (4-(2-(5-methylfuran-2-yl)quinolin-4-carbonyl)piperazin-1-yl)acetamide